O=C1N(C=CC(N1)=O)[C@H]1[C@@]2(CCS2)[C@@H]([C@H](O1)COP(=O)(OC1=CC=CC=C1)N[C@H](C(=O)OC(C)C)C)O (2S)-isopropyl 2-(((((4R,5R,7R,8R)-5-(2,4-dioxo-3,4-dihydropyrimidin-1(2H)-yl)-8-hydroxy-6-oxa-1-thiaspiro[3.4]octan-7-yl)methoxy)(phenoxy)phosphoryl)amino)propanoate